ClC=1C=CC(=C(C1)C=1C=C(C=2OCCNC2N1)C=1C=C(C=NC1)NC(CCCN(C)C)=O)F N-{5-[6-(5-chloro-2-fluorophenyl)-2H,3H,4H-pyrido[3,2-b][1,4]oxazin-8-yl]pyridin-3-yl}-4-(dimethylamino)butanamide